5-tert-butyl-2,5,6,7-tetrahydro-4H-pyrazolo[4,3-c]pyridin-4-one C(C)(C)(C)N1C(C=2C(CC1)=NNC2)=O